The molecule is a phthalate ester that is the diester obtained by the formal condensation of the carboxy groups of phthalic acid with two molecules of isobutanol. It has a role as a plasticiser, a teratogenic agent and a PPAR modulator. It is a phthalate ester and a diester. It derives from an isobutanol. CC(C)COC(=O)C1=CC=CC=C1C(=O)OCC(C)C